(1r,4r)-4-(4-(3-(2-(2-((2S,3S)-1-Methyl-5-oxo-2-(pyridin-3-yl)pyrrolidine-3-carboxamido)ethoxy)ethoxy)propanoyl)piperazin-1-yl)cyclohexane-1-carboxylic acid CN1[C@@H]([C@H](CC1=O)C(=O)NCCOCCOCCC(=O)N1CCN(CC1)C1CCC(CC1)C(=O)O)C=1C=NC=CC1